L-3,3-dimethylglutaric acid CC(CC(=O)O)(CC(=O)O)C